ClC=1C(=C(C=CC1)NC1=C(NC2=C1C(NCC2)=O)C2=C(C=NC=C2)C#C[C@H]2N[C@@H](CC2)C)OC 3-[(3-chloro-2-methoxyphenyl)amino]-2-(3-{2-[(2S,5R)-5-methylpyrrolidin-2-yl]ethynyl}pyridin-4-yl)-1H,5H,6H,7H-pyrrolo[3,2-c]pyridin-4-one